N-hydroxybutenedicarboximide ON1C(=O)C=CCCC1=O